C(C)(C)(C)P(C=1N(C2=CC=CC=C2C1)C1=CC=CC=C1)C(C)(C)C 2-(di-t-butylphosphanyl)-1-phenyl-1H-indole